[N+]=1(C(=CC=CC1)C1=NC=CC=C1)[S-] Bipyridine sulfide